S(=O)(=O)(O)OC1=CC(O)=CC(O)=C1 Phloroglucinol-Sulfate